O1CC=C(C=C1)C(=O)[O-] pyran-4-carboxylate